N-(3-(difluoromethyl)-1-methyl-1H-pyrazol-5-yl)-2-((2-chlorophenyl)amino)benzamide FC(C1=NN(C(=C1)NC(C1=C(C=CC=C1)NC1=C(C=CC=C1)Cl)=O)C)F